N=1C=CN2C1N=CC(=C2)C=2C=CN1N=C(N=CC12)N[C@@H]1C[C@H](C1)COC 5-(imidazo[1,2-a]pyrimidin-6-yl)-N-(trans-3-(methoxymethyl)cyclobutyl)pyrrolo[2,1-f][1,2,4]triazin-2-amine